O1CC=NC=C1C(=O)OC Methyl [1,4]oxazine-6-carboxylate